(R)-N4-(2-fluorobenzyl)-2-isobutyl-N1-((S)-3-oxo-1-((S)-2-oxopyrrolidin-3-yl)-4-(2,3,5,6-tetrafluorophenoxy)butan-2-yl)succinamide FC1=C(CNC(C[C@H](C(=O)N[C@@H](C[C@H]2C(NCC2)=O)C(COC2=C(C(=CC(=C2F)F)F)F)=O)CC(C)C)=O)C=CC=C1